ClC1=C(C=C(C=C1)C=1C=CC=C2C=CN(C(C12)=O)CC(=O)N1CC(C1)(F)F)F 8-(4-chloro-3-fluorophenyl)-2-(2-(3,3-difluoroazetidin-1-yl)-2-oxoethyl)isoquinolin-1(2H)-one